7-((1R,3S,5S,6r)-6-(1-((R)-1,1-difluoropropan-2-yl)-3-(trifluoromethyl)-1H-pyrazol-5-yl)bicyclo[3.1.0]hexan-3-yl)-2-thia-7-azaspiro[3.5]nonane 2,2-dioxide FC([C@@H](C)N1N=C(C=C1C1[C@H]2CC(C[C@@H]12)N1CCC2(CS(C2)(=O)=O)CC1)C(F)(F)F)F